1-[(1-benzyl-3-hydroxy-2-oxo-1,2-dihydropyridin-4-yl)methyl]pyrrolidine-2-carboxylic acid methyl ester COC(=O)C1N(CCC1)CC1=C(C(N(C=C1)CC1=CC=CC=C1)=O)O